(1r,3s,5s)-8-(5-(5-fluoro-2-methylpyridin-4-yl)-1H-pyrazole-3-carbonyl)-N-((3s,6s)-1-methyl-6-(trifluoromethyl)piperidin-3-yl)-8-azabicyclo[3.2.1]octane-3-carboxamide FC=1C(=CC(=NC1)C)C1=CC(=NN1)C(=O)N1[C@H]2CC(C[C@@H]1CC2)C(=O)N[C@@H]2CN([C@@H](CC2)C(F)(F)F)C